2-((t-Butoxycarbonyl)amino)acetic acid methyl ester COC(CNC(=O)OC(C)(C)C)=O